ClC=1C(=NC(=NC1)N1C[C@H]([C@@H](CC1)NC1=CC=C2C(=NN(C2=C1)C)C1C(NC(CC1)=O)=O)OC)NC=1C=C2CC(N(C2=CC1)C)=O 3-(6-(((3R,4R)-1-(5-chloro-4-((1-methyl-2-oxoindolin-5-yl)amino)pyrimidin-2-yl)-3-methoxypiperidin-4-yl)amino)-1-methyl-1H-indazol-3-yl)piperidine-2,6-dione